N1C(=CC2=CC=CC=C12)/C=C/CO (E)-3-(indol-2-yl)prop-2-en-1-ol